2,3-dihydro-2-sulfo-oxy-4-benzothiazolecarboxylic acid S(=O)(=O)(O)OC1SC=2C(N1)=C(C=CC2)C(=O)O